CS(=O)(=O)O.ClC1=C(C(=CC=C1)Cl)C=1NC(=C(N1)C1=CC=C2C(=N1)N(N=N2)CC(C)C)C2=C(C=C(C=C2)F)F 5-[2-(2,6-dichlorophenyl)-5-(2,4-difluoro-phenyl)-1H-imidazol-4-yl]-3-isobutyl-3H-[1,2,3]triazolo[4,5-b]pyridine methanesulfonate